N1C(=CC=2C=NC=CC21)CC(C(=O)N)N2C(=NC=C(C2=O)NCCCC2=CC=C(C=C2)Br)C2=CC=CC=C2 ((1H-pyrrolo[3,2-c]pyridin-2-yl)methyl)-2-(5-((3-(4-bromophenyl)propyl)amino)-6-oxo-2-phenylpyrimidin-1(6H)-yl)acetamide